methyl 4-[(4-{[6-chloro-2-(trifluoromethyl)quinolin-4-yl]amino}cyclohexyl)carbamoyl]benzoate ClC=1C=C2C(=CC(=NC2=CC1)C(F)(F)F)NC1CCC(CC1)NC(=O)C1=CC=C(C(=O)OC)C=C1